(R)-5-(4-(azetidin-2-ylmethoxy)-1-methyl-1H-pyrazol-5-yl)-N-(6-methylpyrazin-2-yl)pyrazolo[1,5-a]pyridin-2-amine N1[C@H](CC1)COC=1C=NN(C1C1=CC=2N(C=C1)N=C(C2)NC2=NC(=CN=C2)C)C